1-(2,4-Dihydroxy-6-methoxyphenyl)-3-phenylprop-2-en-1-one OC1=C(C(=CC(=C1)O)OC)C(C=CC1=CC=CC=C1)=O